1,3,5-triaza-7-phospha-adamantane N12CN3CN(CP(C1)C3)C2